3-(4-hydroxyphenyl)-2-propenal OC1=CC=C(C=C1)C=CC=O